BrC1=CC(=CC2=C1OCC21CC1)F 7-Bromo-5-fluoro-2H-spiro[benzofuran-3,1'-cyclopropane]